CC=1OC(=CC1C(=O)NC1=NC(=NS1)CC(C(F)(F)F)(C)O)C1=CC(=CC=C1)OC(F)F 2-methyl-5-(3-(difluoromethoxy)phenyl)-N-(3-(3,3,3-trifluoro-2-hydroxy-2-methylpropyl)-1,2,4-Thiadiazol-5-yl)furan-3-carboxamide